NC1=NC2=CC=C(C=C2C=C1C)C(=O)N(CC1=NC=C(C=C1)C(F)(F)F)[C@H]1[C@@H](CC2=CC=CC=C12)O 2-amino-N-((1R,2R)-2-hydroxy-2,3-dihydro-1H-inden-1-yl)-3-methyl-N-((5-(trifluoromethyl)-2-pyridinyl)methyl)-6-quinolinecarboxamide